1,2,4-oxadiazole-3-carbonitrile O1N=C(N=C1)C#N